8-[[4,8-difluoro-2-[(1S)-1-(methylamino)ethyl]-3,5,6,7-tetrahydrocyclopenta[f]benzimidazol-6-yl]methyl]-2-oxo-1-oxa-3,8-diazaspiro[4.5]decan FC1=C2C(=C(C=3N=C(NC31)[C@H](C)NC)F)CC(C2)CN2CCC3(CNC(O3)=O)CC2